O=C1C(NCCN1)C(=O)[O-] oxopiperazine-2-carboxylate